Cl.F[P-](F)(F)(F)(F)F.N1(N=NC2=C1N=CC=C2)OC(=[NH2+])N O-(7-azabenzotriazol-1-yl)uronium hexafluorophosphate HCl